2-isobutyryl-1,2,3,4-tetrahydroisoquinoline-6-sulfonyl chloride C(C(C)C)(=O)N1CC2=CC=C(C=C2CC1)S(=O)(=O)Cl